nonyl propenyl-phenyl ether sulfate ammonium [NH4+].S(=O)(=O)([O-])[O-].C(=CC)C1=C(C=CC=C1)OCCCCCCCCC.[NH4+]